1-(2-(benzo[d][1,3]dioxol-5-ylamino)-5-methylpyrimidin-4-yl)-N-(1-(3-chloro-phenyl)-2-hydroxyethyl)-1H-pyrazole-4-carboxamide O1COC2=C1C=CC(=C2)NC2=NC=C(C(=N2)N2N=CC(=C2)C(=O)NC(CO)C2=CC(=CC=C2)Cl)C